COC1=NC(=CC(=C1)B(O)O)C(F)(F)F 2-METHOXY-6-(TRIFLUOROMETHYL)PYRIDINE-4-BORONIC ACID